FC(OC1=CC=C(C=C1)C1COC2=C(O1)C(=CC(=C2)C=O)OC)F 2-(4-(difluoromethoxy)phenyl)-8-methoxy-2,3-dihydrobenzo[b][1,4]dioxin-6-carbaldehyde